BrC=1C=CC(=NC1)N[C@@H]1C[C@@H]2CN([C@H]1CC2)C(=O)C=2C(=NC=C(C2)C)N2N=CC=N2 ((1S,4R,6R)-6-((5-bromopyridin-2-yl)amino)-2-azabicyclo[2.2.2]oct-2-yl)(5-methyl-2-(2H-1,2,3-triazol-2-yl)pyridin-3-yl)methanone